C(C)S(=O)(=O)NC1=C(C=C(C=C1)C1=NNC(=C1C(=O)N)NC1=NC=CN=C1)O[C@@H](C)C1=NC=CC=C1 (S)-3-(4-(ethylsulfonamido)-3-(1-(pyridin-2-yl)ethoxy)phenyl)-5-(pyrazin-2-ylamino)-1H-pyrazole-4-carboxamide